ClC=1C=C(C=CC1C#N)S(=O)(=O)N1CCC2(CC(CO2)NC[C@@H](COC=2C=C(C=CC2)S(=O)(=O)NC)O)CC1 3-((2S)-3-(8-(3-chloro-4-cyanophenylsulfonyl)-1-oxa-8-azaspiro[4.5]dec-3-ylamino)-2-hydroxypropoxy)-N-methylbenzenesulfonamide